(4-(((3R,6S)-6-(((methylsulfonyl)ethoxy)methyl)-tetrahydro-2H-pyran-3-yl)amino)-7H-pyrrolo[2,3-d]pyrimidin-5-yl)methanone CS(=O)(=O)CCOC[C@@H]1CC[C@H](CO1)NC=1C2=C(N=CN1)NC=C2C=O